FC(C1=NN=C(O1)C1=CC(=C(C(=C1)F)CN1N=NC(=C1)C1=CC=C2C(=NC=NC2=C1)N)F)F 7-[1-[[4-[5-(difluoromethyl)-1,3,4-oxadiazol-2-yl]-2,6-difluorophenyl]methyl]triazol-4-yl]quinazolin-4-amine